diethyl 2,3-diisopropyl-2-cyanosuccinate C(C)(C)C(C(=O)OCC)(C(C(=O)OCC)C(C)C)C#N